2-pentyl-nonanol C(CCCC)C(CO)CCCCCCC